FC(C1=CC=C(C=C1)\C=C\[C@@H]1[C@@H](C1)C1=CC=C(C=C1)C)(F)F 1-trifluoromethyl-4-((E)-2-((1r,2r)-2-(p-tolyl)cyclopropyl)vinyl)benzene